3,5-dichloro-4-((7H-pyrrolo[2,3-d]pyrimidin-4-yl)oxy)aniline ClC=1C=C(N)C=C(C1OC=1C2=C(N=CN1)NC=C2)Cl